FC=1C=CC(=C(C1)N1N=CC(=C1C(F)(F)F)C(=O)N)C 1-(5-fluoro-2-methylphenyl)-5-(trifluoromethyl)-1H-pyrazole-4-carboxamide